4-methyl-3-(4'-ethoxycarbonylphenyl)-7-(3',5'-dimethylpyrazolyl)coumarin CC1=C(C(OC2=CC(=CC=C12)C=1C(=NNC1C)C)=O)C1=CC=C(C=C1)C(=O)OCC